1-[4-(2,3-dihydro-1,4-benzodioxin-2-yl)benzyl]azepane O1C(COC2=C1C=CC=C2)C2=CC=C(CN1CCCCCC1)C=C2